FC1=CC=C(C=C1)C1=C(CCC(C1)(C)C)CN1CCN(CCC1)C(=O)C=1C=C2CN(C(C2=CC1)=O)C1C(NC(CC1)=O)=O 3-(5-(4-((4'-fluoro-5,5-dimethyl-3,4,5,6-tetrahydro-[1,1'-biphenyl]-2-yl)methyl)-1,4-diazepane-1-carbonyl)-1-oxoisoindolin-2-yl)piperidine-2,6-dione